4,5-dimethyl-3-hydroxybenzoic acid CC1=C(C=C(C(=O)O)C=C1C)O